C(C1=CC=CC=C1)C1=C(C(C2=CC=C(C=C2C1=O)F)=O)C 3-benzyl-6-fluoro-2-methylnaphthalene-1,4-dione